C(C)(C)S(=O)[O-].[Li+] lithium isopropylsulfinate